CC1=C(C=NS1)C(=O)O 5-METHYLISOTHIAZOLE-4-CARBOXYLIC ACID